ClC=1C=CC(=NC1)C1=CC2=C(N=C(S2)NC(=O)C2=C(C=NC=C2)C2=C(C=CC=C2)OC)C=C1 N-[6-(5-chloropyridin-2-yl)-1,3-benzothiazol-2-yl]-3-(2-methoxyphenyl)pyridine-4-carboxamide